N,N,N',N'-tetra-methyl-1,2-ethanediamine CN(CCN(C)C)C